NC1=NC=NN2C1=C(C=C2C=2C=C(C(=NC2)OC)C(=O)N[C@@H]2CN(C[C@@H]2F)C(=O)N2CCCC2)C(F)(F)F 5-[4-amino-5-(trifluoromethyl)pyrrolo[2,1-f][1,2,4]triazin-7-yl]-N-[(3R,4S)-4-fluoro-1-(pyrrolidine-1-carbonyl)pyrrolidin-3-yl]-2-methoxypyridine-3-carboxamide